5-{[(2r,3s)-1-[1-(7-ethyl-6-oxo-5H-1,5-naphthyridin-3-yl)methyl]-2-methylazetidin-3-yl]oxy}-N-methylpyridine-2-carboxamide C(C)C=1C(NC=2C=C(C=NC2C1)CN1[C@@H]([C@H](C1)OC=1C=CC(=NC1)C(=O)NC)C)=O